CN(C=1N=C(C(=NC1CC)C(=O)N)NC1=CC(=CC(=C1)F)CCNC(C(C)N(C(C=CCN(C)C)=O)C)=O)C 5-(dimethylamino)-3-((3-(2-(2-(4-(dimethylamino)-N-methylbut-2-enamido)propanamido)ethyl)-5-fluorophenyl)amino)-6-ethylpyrazine-2-carboxamide